tert-butyl (2R,4S)-4-((tert-butyldiphenylsilyl)oxy)-2-((E)-2-methoxyvinyl)pyrrolidine-1-carboxylate [Si](C1=CC=CC=C1)(C1=CC=CC=C1)(C(C)(C)C)O[C@H]1C[C@@H](N(C1)C(=O)OC(C)(C)C)\C=C\OC